(E)-Phenyl 3-((4-methyl-5-oxo-2,5-dihydrofuran-2-yl)oxy)-2-phenylacrylate CC1=CC(OC1=O)O/C=C(/C(=O)OC1=CC=CC=C1)\C1=CC=CC=C1